N-[(2R)-1,4-Dioxan-2-ylmethyl]-2-[(2S)-1,4-dioxan-2-ylmethyl]-8-methyl-4,5-dihydro-2H-furo[2,3-g]indazol-7-carboxamid O1[C@@H](COCC1)CNC(=O)C1=C(C2=C(CCC3=CN(N=C23)C[C@@H]2OCCOC2)O1)C